3-hydroxymethyl-5-methyl-oxazolidine OCN1COC(C1)C